3-[(4-chlorophenyl)methyl]-1-[4-(1-methanesulfonylethyl)phenyl]urea ClC1=CC=C(C=C1)CNC(NC1=CC=C(C=C1)C(C)S(=O)(=O)C)=O